N-ethyl-3-methyl-N-(2,2,2-trifluoro-1-(4-fluorophenyl)ethyl)-[1,2,4]triazolo[4,3-b]pyridazine-6-sulfonamide C(C)N(S(=O)(=O)C=1C=CC=2N(N1)C(=NN2)C)C(C(F)(F)F)C2=CC=C(C=C2)F